CN(C)CCOCCOC=1C=C2C(N(C(C2=CC1NS(=O)(=O)C)=O)CCCC(=O)O)=O 5-(2-(dimethylaminoethyl-oxy)ethyl)oxy-6-methylsulfonylamino-N-carboxypropylisoindolin-1,3-dione